(S)-3-amino-3-(4-(4-(benzyloxy)naphthalen-1-yl)phenyl)propanoic acid methyl ester hydrochloride Cl.COC(C[C@@H](C1=CC=C(C=C1)C1=CC=C(C2=CC=CC=C12)OCC1=CC=CC=C1)N)=O